N-((R)-3-(4-chlorobenzyl)piperidin-3-yl)-2,2-dimethyloxazolidine-4-carboxamide ClC1=CC=C(C[C@]2(CNCCC2)NC(=O)C2NC(OC2)(C)C)C=C1